C1(CCCCC1)CC(=NO)Cl 2-cyclohexyl-N-hydroxyacetimidoyl chloride